octyl 7-Ethyl-10-(2-((3-heptyldecanoyl)oxy)ethyl)-16-hexyl-14-oxo-1-phenyl-2,13,15-trioxa-7,10-diazaicosan-20-oate C(C)N(CCCCOCC1=CC=CC=C1)CCN(CCOC(OC(CCCC(=O)OCCCCCCCC)CCCCCC)=O)CCOC(CC(CCCCCCC)CCCCCCC)=O